FC1(CCC(CC1)[C@H](NC(=O)C1=NOC=C1CC)C=1OC2=C(N1)C=C(C=C2)C[C@@H]2C(N[C@@H](C2)C(F)(F)F)=O)F N-((S)-(4,4-difluorocyclohexyl)(5-(((3S,5S)-2-oxo-5-(trifluoromethyl)pyrrolidin-3-yl)methyl)benzo[d]oxazol-2-yl)methyl)-4-ethylisoxazole-3-carboxamide